4-[[3-(3-fluoro-4-methoxyphenyl)imidazo[1,2-a]pyrazin-8-yl]amino]-2-methyl-N-(morpholin-2-ylmethyl)benzamide FC=1C=C(C=CC1OC)C1=CN=C2N1C=CN=C2NC2=CC(=C(C(=O)NCC1CNCCO1)C=C2)C